1,1'-Bis-diphenylphosphinoferrocene palladium dichloride [Pd](Cl)Cl.C1(=CC=CC=C1)P([C-]1C=CC=C1)C1=CC=CC=C1.[C-]1(C=CC=C1)P(C1=CC=CC=C1)C1=CC=CC=C1.[Fe+2]